2-[4-{4-(4'-cyano-biphenyl-4-yl)-naphthalen-1-yl}-phenyl]-5-(phenanthren-9-yl)-2H-benzotriazole C(#N)C1=CC=C(C=C1)C1=CC=C(C=C1)C1=CC=C(C2=CC=CC=C12)C1=CC=C(C=C1)N1N=C2C(=N1)C=CC(=C2)C=2C1=CC=CC=C1C=1C=CC=CC1C2